1-(2-chlorophenyl)-2-(3,4-dimethoxyphenyl)ethane-1,2-dione ClC1=C(C=CC=C1)C(C(=O)C1=CC(=C(C=C1)OC)OC)=O